(4S,5S)-7-ethyl-4-(4-fluorophenyl)-6-oxo-1-phenyl-5-(3-(trifluoromethyl)benzamido)-4,5,6,7-tetrahydro-1H-pyrazolo[3,4-b]pyridine-3-carboxylic acid C(C)N1C2=C([C@@H]([C@@H](C1=O)NC(C1=CC(=CC=C1)C(F)(F)F)=O)C1=CC=C(C=C1)F)C(=NN2C2=CC=CC=C2)C(=O)O